Methyl (E)-2-(2-ethoxyvinyl)-4-methoxybenzoate C(C)O/C=C/C1=C(C(=O)OC)C=CC(=C1)OC